tert-Butyl 2-{7-[(R)-2-(o-methoxyphenyl)-2-(tetrahydro-2H-pyran-4-yloxy)ethyl]-3-methyl-2-(1,3-oxazol-2-yl)-4,6-dioxo-1-thia-5,7-diaza-5,7-dihydroinden-5-yl}-2-methylpropionate COC1=C(C=CC=C1)[C@H](CN1C(N(C(C=2C(=C(SC12)C=1OC=CN1)C)=O)C(C(=O)OC(C)(C)C)(C)C)=O)OC1CCOCC1